(E)-1-(2-Hydroxy-6-methoxy-4-methylsulfanylphenyl)-3-(4-methoxyphenyl)prop-2-en-1-one OC1=C(C(=CC(=C1)SC)OC)C(\C=C\C1=CC=C(C=C1)OC)=O